ClC(=C1[C@H]2CC[C@@H]1C1=C(C=CC=C21)NC(=O)C=2C(=NNC2)C(F)F)Cl N-[(1S,4R)-9-(dichloromethylene)-1,2,3,4-tetrahydro-1,4-methano-naphthalen-5-yl]-3-(difluoromethyl)-1H-pyrazole-4-amide